(S)-N-(3,5-difluorobenzyl)-1-(4-(diisopropylphosphoryl)phenyl)-3-hydroxy-2-oxopyrrolidine-3-carboxamide FC=1C=C(CNC(=O)[C@@]2(C(N(CC2)C2=CC=C(C=C2)P(=O)(C(C)C)C(C)C)=O)O)C=C(C1)F